CS(=O)(=O)C1=NC=C(C=N1)C#CCCCC(=O)Cl 6-(2-(methylsulfonyl)pyrimidin-5-yl)hex-5-ynoyl chloride